C(#N)C1=CC=C(C=C1)C(CN[C@H](C(=O)NC1=NC=C(C=C1)C=1C=NN(C1)C)C=1C=NC=C(C1)F)C (S)-2-((2-(4-cyano-phenyl)propyl)-amino)-2-(5-fluoropyridin-3-yl)-N-(5-(1-meth-yl-1H-pyrazol-4-yl)pyridin-2-yl)-acetamide